[Co].[Ni].[Al].C(C)C1C(C1)CCC(C=C(C)C)C ethyl-2-(3,5-dimethylhex-4-en-1-yl)cyclopropane ALUMINUM-NICKEL-COBALT